2-methyl-7-(benzenesulfonyl)-1,2,4,7-tetrahydro-3H-pyrrolo[3',2':5,6]Pyrido[3,4-b]Pyrazin-3-one CC1NC2=C(NC1=O)C=NC1=C2C=CN1S(=O)(=O)C1=CC=CC=C1